C1(CC1)C=1N(C(=NN1)CCCNC(=O)[C@H]1N(C[C@@H](C1)O)C([C@H](C(C)(C)C)N1N=NC(=C1)C1CC1)=O)C1=CC=CC=C1 (2S,4r)-N-[3-(5-cyclopropyl-4-phenyl-1,2,4-triazol-3-yl)propyl]-1-[(2S)-2-(4-cyclopropyltriazol-1-yl)-3,3-dimethyl-butyryl]-4-hydroxy-pyrrolidine-2-carboxamide